1,3-Di(2-pyridyl)-1,3-propandion N1=C(C=CC=C1)C(CC(=O)C1=NC=CC=C1)=O